benzyl 4-((2-butyl-1H-imidazo[4,5-d]thieno[3,2-b]pyridin-1-yl) methyl)piperidine-1-carboxylate C(CCC)C1=NC=2C(=C3C(=NC2)C=CS3)N1CC1CCN(CC1)C(=O)OCC1=CC=CC=C1